O=C1NC2=CC=C(C=C2C1=O)C#N 2,3-dioxo-5-indolinecarbonitrile